9-(1-((4-fluoro-2-(1-methyl-1H-1,2,4-triazol-3-yl)phenyl)amino)ethyl)-4,7-dimethyl-3-(1-methyl-1H-pyrazol-5-yl)imidazo[1,5-a]quinazolin-5(4H)-one FC1=CC(=C(C=C1)NC(C)C=1C=C(C=C2C(N(C=3N(C12)C=NC3C3=CC=NN3C)C)=O)C)C3=NN(C=N3)C